tert-butyl N-ethyl-N-[5-fluoro-3-methyl-2-oxo-3-[(3R)-3-(4-benzyloxy-3-formyl-phenoxy)-1-piperidyl]indolin-7-yl]carbamate C(C)N(C(OC(C)(C)C)=O)C=1C=C(C=C2C(C(NC12)=O)(N1C[C@@H](CCC1)OC1=CC(=C(C=C1)OCC1=CC=CC=C1)C=O)C)F